C(C1=CC=CC=C1)N1N=C(N=C1C(=O)OC)C1=CC(=CC=C1)C=1OC(=CN1)C(N[C@@H](C)C1CC1)=O (S)-methyl 1-benzyl-3-(3-(5-((1-cyclopropylethyl)carbamoyl)oxazol-2-yl)phenyl)-1H-1,2,4-triazole-5-carboxylate